C(C)(C)(C)N1N=C(C(=C1NC(OCC(F)(F)F)=O)C)C1CC(C1)(F)F 2,2,2-trifluoroethyl (1-(tert-butyl)-3-(3,3-difluorocyclobutyl)-4-methyl-1H-pyrazol-5-yl)carbamate